1-(4-hydroxy-4-methyl-cyclohexyl)pyrazole-4-carboxamide OC1(CCC(CC1)N1N=CC(=C1)C(=O)N)C